2-(difluoromethoxy)-4-[4-(difluoromethyl)-6-(1-ethylpyrazol-4-yl)-2-methylindazol-3-yl]-6-methoxybenzoic acid FC(OC1=C(C(=O)O)C(=CC(=C1)C=1N(N=C2C=C(C=C(C12)C(F)F)C=1C=NN(C1)CC)C)OC)F